OC1(C(NC(N([C@H]2C[C@H](O)[C@@H](CO)O2)C1O)=O)=O)C 5,6-dihydroxydeoxythymidine